N1=NC(=CC=C1)N1CCN(CC1)S(=O)(=O)C=1C=C2CCNC2=CC1 5-((4-(pyridazin-3-yl)piperazin-1-yl)sulfonyl)indoline